COC1=C(C=CC(=C1C1=NN(N=C1)C)C)NC1=C(N=NC=C1)C(=O)NC([2H])([2H])[2H] 4-((2-methoxy-4-methyl-3-(2-methyl-2H-1,2,3-triazol-4-yl)phenyl)amino)-N-(methyl-d3)pyridazine-3-carboxamide